FC1([C@@]2(C[C@H](C[C@](C1)(N2)C)OC2=CC=C(N=N2)C2=C(C=C(C=C2)N2C=NC=C2)O)C)F 2-(6-(((1R,3S,5S)-6,6-difluoro-1,5-dimethyl-8-azabicyclo[3.2.1]octan-3-yl)oxy)pyridazin-3-yl)-5-(1H-imidazol-1-yl)phenol